tert-butyl 2-methyl-4-(trifluoromethylsulfonyloxy)-3,6-dihydro-2H-pyridine-1-carboxylate CC1N(CC=C(C1)OS(=O)(=O)C(F)(F)F)C(=O)OC(C)(C)C